C(=O)(OCC1C2=CC=CC=C2C2=CC=CC=C12)C(C(=O)O)OCCOCCOCCOCCN Fmoc-14-amino-3,6,9,12-tetraoxatetradecanoic acid